(R)-N-(6-ethyl-1-methyl-2-(3-((5-(trifluoromethyl)pyrimidin-2-yl)amino)piperidin-1-yl)-1H-benzo[d]imidazol-5-yl)acrylamide C(C)C=1C(=CC2=C(N(C(=N2)N2C[C@@H](CCC2)NC2=NC=C(C=N2)C(F)(F)F)C)C1)NC(C=C)=O